nickel acetonide [CH2-]C(=O)C.[Ni+2].[CH2-]C(=O)C